2-((3bS,4aR)-5,5-difluoro-3-(Trifluoromethyl)-3b,4,4a,5-tetrahydro-1H-cyclopropa[3,4]cyclopenta[1,2-c]pyrazol-1-yl)acetamide FC1([C@H]2[C@@H](C3=C1N(N=C3C(F)(F)F)CC(=O)N)C2)F